2,2'-dihydroxy-5,5'-dichlorodiphenylmethane C1=CC(=C(C=C1Cl)CC2=C(C=CC(=C2)Cl)O)O